4-[(2R)-3-(3,4-dihydro-1H-isoquinolin-2-yl)-2-hydroxy-propyl]-8-[(3R)-tetrahydrofuran-3-yl]oxy-2,3-dihydro-1,4-benzoxazepin-5-one C1N(CCC2=CC=CC=C12)C[C@H](CN1CCOC2=C(C1=O)C=CC(=C2)O[C@H]2COCC2)O